C1(=CC=CC=C1)C(N1N=CC(=C1)C(C)=O)(C1=CC=CC=C1)C1=CC=CC=C1 1-(1-(triphenylmethyl)-1H-pyrazol-4-yl)ethan-1-one